[Si](C)(C)(C(C)(C)C)OC(COC=1C=C2C=CC(=NC2=CC1)Cl)C=1N=NN(N1)CC1=CC=C(C=C1)OC 6-(2-((tert-butyldimethylsilyl)oxy)-2-(2-(4-methoxybenzyl)-2H-tetrazol-5-yl)ethoxy)-2-chloroquinoline